3-(5-((4-((4-cyclopropylpiperazin-1-yl)methyl)-3-methylbenzyl)amino)-2-methyl-4-oxoquinazolin-3(4H)-yl)piperidine-2,6-dione C1(CC1)N1CCN(CC1)CC1=C(C=C(CNC2=C3C(N(C(=NC3=CC=C2)C)C2C(NC(CC2)=O)=O)=O)C=C1)C